5-[[2-(4-methyl-1,2,5-oxadiazol-3-yl)imidazo[4,5-b]pyridin-3-yl]methyl]pyridine-2-carbonitrile CC=1C(=NON1)C1=NC=2C(=NC=CC2)N1CC=1C=CC(=NC1)C#N